2-Chloro-5-((methylthio)methyl)pyridine ClC1=NC=C(C=C1)CSC